O1C(CCC1)COC1=NC=CC=N1 2-[(oxolan-2-yl)methoxy]pyrimidine